N-(4-(cis-bicyclo[3.1.0]hex-3-yloxy)-3,5-difluorophenyl)-5-ethyl-2-(hexahydrocyclopenta[c]pyrrole-2(1H)-yl)oxazole-4-carboxamide C12CC(CC2C1)OC1=C(C=C(C=C1F)NC(=O)C=1N=C(OC1CC)N1CC2C(C1)CCC2)F